C1(CC1)C=1C(=NON1)C(=O)N[C@H](C=1N=C2N(N=CC(=C2)C[C@H]2C(NCC2)=O)C1)C1CCC(CC1)(F)F |o1:21| 4-Cyclopropyl-N-[(S)-(4,4-difluorocyclohexyl)-[7-[[(3R*)-2-oxopyrrolidin-3-yl]methyl]imidazo[1,2-b]pyridazin-2-yl]methyl]-1,2,5-oxadiazole-3-carboxamide